4-chloro-N-(4-(3-((2-(2-oxomorpholino)ethyl)amino)prop-1-yn-1-yl)-3-(trifluoromethyl)phenyl)benzamide ClC1=CC=C(C(=O)NC2=CC(=C(C=C2)C#CCNCCN2CC(OCC2)=O)C(F)(F)F)C=C1